CC1(NC2=CC=CC=C2C=C1)C1=CC=CC=C1 2-methyl-2-phenyl-1,2-dihydroquinoline